7-((4-(Difluoromethoxy)phenyl)sulfonyl)-2,7-diazaspiro[3.5]nonane FC(OC1=CC=C(C=C1)S(=O)(=O)N1CCC2(CNC2)CC1)F